(S)-1-((S)-7-(2-amino-3-cyano-7-fluorobenzo[b]thiophen-4-yl)-6-chloro-8-fluoro-2-(((2R,7aS)-2-fluorotetrahydro-1H-pyrrolizin-7a(5H)-yl)methoxy)quinazolin-4-yl)azepane-4-carboxylic acid NC1=C(C2=C(S1)C(=CC=C2C2=C(C=C1C(=NC(=NC1=C2F)OC[C@]21CCCN1C[C@@H](C2)F)N2CC[C@H](CCC2)C(=O)O)Cl)F)C#N